C(C)(C)(C)OC(=O)N1C[C@@H](N(CC1)CC1=C(C(=C(C=C1)Br)Cl)F)CO (3R)-4-[(4-bromo-3-chloro-2-fluorophenyl)methyl]-3-(hydroxymethyl)piperazine-1-carboxylic acid tert-butyl ester